1-(7-fluoro-2-methyldibenzo[b,d]-furan-4-yl)-6-isobutylisoquinoline FC1=CC2=C(C3=C(O2)C(=CC(=C3)C)C3=NC=CC2=CC(=CC=C32)CC(C)C)C=C1